C(C)S(=O)(=O)[O-] Ethansulfonate